2-(trimethylsilyl)-ethoxymethyl-potassium trifluoroborate B(F)(F)F.C[Si](CCOC[K])(C)C